3-methyl-5,6,7,8-tetrahydro-3H-imidazo[4,5-f][1,4]oxazepine hydrochloride Cl.CN1C=NC=2CNCCOC21